2-(p-dimethylaminophenyl-vinylidene)benzothiazole CN(C1=CC=C(C=C1)C=C=C1SC2=C(N1)C=CC=C2)C